(S)-2-[(S)-2-((S)-2-acetoxy-propionyloxy)-propionyloxy]-propionic acid (S)-1-{tert-butyl-[(S)-2-hydroxy-3-(4-morpholin-4-yl-[1,2,5]thiadiazol-3-yloxy)-propyl]-carbamoyl}-ethyl ester C(C)(C)(C)N(C(=O)[C@H](C)OC([C@H](C)OC([C@H](C)OC([C@H](C)OC(C)=O)=O)=O)=O)C[C@@H](COC1=NSN=C1N1CCOCC1)O